(S)-N-(5-bromo-1,3,4-thiadiazol-2-yl)-2-(1,3-dimethyl-2,4-dioxo-1,2,3,4-tetrahydro-5H-pyrrolo[3,2-D]pyrimidin-5-yl)propionamide BrC1=NN=C(S1)NC([C@H](C)N1C=CC=2N(C(N(C(C21)=O)C)=O)C)=O